tert-butyl 3-((cis)-2-(trifluoromethyl) cyclopropyloxy)-1H-pyrazole-1-carboxylate FC([C@@H]1[C@@H](C1)OC1=NN(C=C1)C(=O)OC(C)(C)C)(F)F